(2R,4R)-N-((2S)-1-((2-amino-6,7-dihydro-5H-cyclopenta[b]pyridin-5-yl)amino)-1-oxopropan-2-yl)-4-(4-fluorophenyl)piperidine-2-carboxamide NC1=CC=C2C(=N1)CCC2NC([C@H](C)NC(=O)[C@@H]2NCC[C@H](C2)C2=CC=C(C=C2)F)=O